(1R,6S,7S,8S)-8-((2-(5-fluoro-1-trityl-1H-pyrazolo[3,4-b]pyridin-3-yl)-7-(methoxymethyl)pyrrolo[2,1-f][1,2,4]triazin-4-yl)amino)tricyclo[4.2.2.02,5]decane-7-carboxylic acid ethyl ester C(C)OC(=O)[C@H]1[C@@H]2C3CCC3[C@H]([C@@H]1NC1=NC(=NN3C1=CC=C3COC)C3=NN(C1=NC=C(C=C13)F)C(C1=CC=CC=C1)(C1=CC=CC=C1)C1=CC=CC=C1)CC2